C(C)(=O)N[C@@H](CCCCN)C(=O)N acetyl-L-lysinamide